FC(S(=O)(=O)OC1=NC(=NC=2C[C@@]3(CCC12)C(=C(C1=CC=CC=C13)C)F)SC)(F)F (R)-2-fluoro-3-methyl-2'-(methylthio)-5',8'-dihydro-6'H-spiro[inden-1,7'-quinazolin]-4'-yl trifluoromethanesulfonate